2-chloro-N-(5-((E)-2-(2-(((1r,4r)-4-hydroxycyclohexyl)amino)pyrimidin-5-yl)vinyl)-6-methoxypyridin-2-yl)benzenesulfonamide ClC1=C(C=CC=C1)S(=O)(=O)NC1=NC(=C(C=C1)\C=C\C=1C=NC(=NC1)NC1CCC(CC1)O)OC